BrC=1C(=C(C=NC1)NCC=1C=C2N=CC=NC2=CC1)O[C@H]1CNCC1 (R)-5-bromo-4-(pyrrolidin-3-yloxy)-N-(quinoxalin-6-ylmethyl)pyridin-3-amine